N-(4-((5-chloro-6-cyanopyridin-3-yl)oxy)cyclohexyl)acetamide ClC=1C=C(C=NC1C#N)OC1CCC(CC1)NC(C)=O